ethyl L-2-amino-4-bromobutyrate L-tartrate C(=O)(O)[C@H](O)[C@@H](O)C(=O)O.N[C@H](C(=O)OCC)CCBr